6-(2-chloro-5-ethylpyrimidin-4-yl)-4-fluoro-2-methyl-1-(propan-2-yl)-1H-benzimidazole ClC1=NC=C(C(=N1)C=1C=C(C2=C(N(C(=N2)C)C(C)C)C1)F)CC